O1C(=NN=C1)CC1=CC=C(C=C1)CN (4-((1,3,4-Oxadiazol-2-yl)methyl)phenyl)methylamine